C1(CC1)N(C1=C(C(=NC=N1)NC[C@@H]1[C@H](CN(CC1)CC(=O)N)O)F)CC1=C(C=C(C=C1)OC(F)F)F ((3R,4R)-4-(((6-(cyclopropyl(4-(difluoromethoxy)-2-fluorobenzyl)amino)-5-fluoropyrimidin-4-yl)amino)methyl)-3-hydroxypiperidin-1-yl)acetamide